CN(C=1C=2C=CC=CC2CC2=C3C(C=CC12)=CC=NO3)C 7-dimethylamino-1,2-benzophenoxazine